1-(1-(tetrahydro-2H-pyran-3-carbonyl)piperidin-4-yl)-3-(4-(trifluoromethyl)phenyl)urea O1CC(CCC1)C(=O)N1CCC(CC1)NC(=O)NC1=CC=C(C=C1)C(F)(F)F